ClC1=C(C(=O)NC2=NC=C(C=C2C)C#CC2=CC=CC=C2)C=C(C=C1)C(=O)N1CC(C1)F 2-chloro-5-(3-fluoroazetidine-1-carbonyl)-N-[3-methyl-5-(2-phenylethynyl)-2-pyridyl]benzamide